ClC1=C(C=CC=C1)[C@@H]1[C@@](O1)(C1=C(C=C(C=C1)F)F)CN1N=CN=C1SC#N |o1:7,8| 1-{[rel-(2R,3R)-3-(2-chlorophenyl)-2-(2,4-difluorophenyl)oxiran-2-yl]methyl}-1H-1,2,4-triazol-5-ylthiocyanate